FC(C1=NN=C(O1)C1=CC=C(CN2N=NC(=C2)C2=C3CN(CC3=CC=C2)C(=O)OC(C)(C)C)C=C1)F tert-butyl 4-(1-(4-(5-(difluoromethyl)-1,3,4-oxadiazol-2-yl)benzyl)-1H-1,2,3-triazol-4-yl)isoindolin-2-carboxylate